FC(CN1CCNCC1)F 1-(2,2-difluoroethyl)piperazine